C(C1=CC=CC=C1)OC=1C=CC(=NC1F)[C@@H](CN1C[C@@H]2[C@](C1)([C@H]([C@H](C2)OC2=CC=CC=C2)O)O)O (3aS,4S,5S,6aR)-2-((R)-2-(5-(benzyloxy)-6-fluoropyridin-2-yl)-2-hydroxyethyl)-5-phenoxyhexahydrocyclopenta[c]pyrrole-3a,4(1H)-diol